C(C[C@@H](O)[C@H](O)CO)O 2-deoxyxylitol